3-(((ethylamino)methylene)amino)-N,N-dimethylpropan-1-amine C(C)NC=NCCCN(C)C